CNC1=CC=C(O1)C(=O)O 5-(METHYLAMINO)FURAN-2-CARBOXYLIC ACID